CC1(C(NC2=CC=C(C=C12)B1OC(C(O1)(C)C)(C)C)=O)C 3,3-dimethyl-5-(tetramethyl-1,3,2-dioxaborolan-2-yl)-2,3-dihydro-1H-indol-2-one